N-(1-(2-fluorophenyl)ethyl)-6-(3-(4-methoxybenzyl)ureido)-N-methylspiro[3.3]heptane-2-carboxamide FC1=C(C=CC=C1)C(C)N(C(=O)C1CC2(C1)CC(C2)NC(=O)NCC2=CC=C(C=C2)OC)C